ClC1=C(C(=CC=C1)F)N1N=CC2=C1COC[C@H]2NC(=O)C2=NNC=1CCCCC21 (S)-N-(1-(2-chloro-6-fluorophenyl)-1,4,5,7-tetrahydropyrano[3,4-c]pyrazol-4-yl)-4,5,6,7-tetrahydro-1H-indazole-3-carboxamide